C(C1=CC=CC=C1)OC1C2(C3=CC=CC=C3CC1)CC=1N=C(N=C(C1CN2C)O)S benzyloxy-6-methyl-2-sulfanyl-spiro[5,8-dihydropyrido[4,3-d]pyrimidin-7,1'-tetrahydronaphthalen]-4-ol